ethyl-4-methylbenzenesulfonic acid methyl ester COS(=O)(=O)C1=C(C=C(C=C1)C)CC